2-(4-(3-aminobenzo[d]isoxazol-4-yl)phenyl)acetic acid NC1=NOC2=C1C(=CC=C2)C2=CC=C(C=C2)CC(=O)O